(S)-11,11-Difluoro-3-methyl-1,3,4,7,8,9,10,11-octahydro-2H-pyrido[4',3':3,4]pyrazolo-[1,5-a]azepin-8-ol FC1(C=2N(CC(CC1)O)N=C1C2CN[C@H](C1)C)F